C(CC)(=O)OO Peroxypropionic Acid